CC1(C(C=C(C=C1)C)(C)C)N 1,2-dimethyl-2,4-dimethylphenylamine